O=C1C(=C(C2=CC3=CC=CC=C3C2=C1)C(=O)O)C(=O)O oxo-fluorenedicarboxylic acid